C1=NC=C(C2=CC=CC=C12)N1C(N(C[C@@H]1C#N)C1CC2(CC2)C1)=O (R)-3-(isoquinolin-4-yl)-2-oxo-1-(spiro[2.3]hexan-5-yl)imidazolidine-4-carbonitrile